carbonylthiazolidine-2-thione C(=O)=C1NC(SC1)=S